2,5-dimethyl-2,5-Bis(t-butylperoxy)hexyn CC(C)(C#CC(C)(OOC(C)(C)C)C)OOC(C)(C)C